ClC1=CNC2=NC=C(C=C21)C=2N=C(C=1N=C3N(C1N2)CCOC3(C)C)N3CC(C3)C#N 1-(2-(3-chloro-1H-pyrrolo[2,3-b]pyridin-5-yl)-6,6-dimethyl-8,9-dihydro-6H-[1,4]oxazino[4,3-e]purin-4-yl)azetidine-3-carbonitrile